N-{3-[5-({1-[(2E)-2-(aminomethyl)-3-fluoroprop-2-en-1-yl]-5-oxo-1,5-dihydro-4H-1,2,4-triazol-4-yl}methyl)thiophen-2-yl]phenyl}methanesulfonamide NC/C(/CN1N=CN(C1=O)CC1=CC=C(S1)C=1C=C(C=CC1)NS(=O)(=O)C)=C\F